CC1(OCOCC1C)C 4,4,5-trimethyl-1,3-dioxane